6-methyl-1-oxo-3,4-dihydro-2H-pyrrolo[1,2-a]pyrazine-7-carboxylic acid ethyl ester C(C)OC(=O)C=1C=C2N(CCNC2=O)C1C